COC1=C(C=CC(=C1)N(C)C)C1(OC(=O)C2=C(C(=C(C(=C12)Cl)Cl)Cl)Cl)C1=C(N(C2=CC=CC=C12)CCCC)C (2-methoxy-4-dimethylaminophenyl)-3-(1-butyl-2-methylindole-3-yl)-4,5,6,7-tetrachlorophthalide